2-(4-((5-chloro-4-((1-methylazetidin-3-yl)methoxy)pyrimidin-2-yl)amino)-3-methyl-1H-pyrazol-1-yl)-2-methylpropanenitrile ClC=1C(=NC(=NC1)NC=1C(=NN(C1)C(C#N)(C)C)C)OCC1CN(C1)C